(S)-5-amino-4-(5-(4-methyl-6-(methylamino)pyridin-2-yl)-1-oxoisoindolin-2-yl)-5-oxopentanoic acid tert-butyl ester C(C)(C)(C)OC(CC[C@@H](C(=O)N)N1C(C2=CC=C(C=C2C1)C1=NC(=CC(=C1)C)NC)=O)=O